C(#N)C1=CC=C(C=N1)C=1C=CC2=C(CN3[C@@H](O2)[C@@H](OC3=O)CNC(C)=O)C1 N-(((3S,3aS)-7-(6-cyanopyridin-3-yl)-1-oxo-3,3a-dihydro-1H,9H-benzo[e]oxazolo[4,3-b][1,3]oxazin-3-yl)methyl)acetamide